2,3-Dihydro-7H-[1,4]oxazino[2,3,4-ij]quinolin-7-one O1CCN2C=CC(C3=CC=CC1=C23)=O